CC=1N(C=C(N1)C1=CC=CC=C1)C(=O)NCCC1=CC=CC=C1 2-Methyl-N-phenethyl-4-phenyl-1H-imidazole-1-carboxamide